2-chloro-5-(cyclopropylethynyl)anilineacetic acid aluminium isopropoxide CC([O-])C.[Al+3].ClC1=C(NCC(=O)O)C=C(C=C1)C#CC1CC1.CC([O-])C.CC([O-])C